The molecule is the organophosphate oxoanion that at pH 7.3 is the major microspecies present of undecaprenyldiphospho-N-acetyl-(N-acetylglucosaminyl)muramoyl-L-alanyl-D-isoglutaminyl-(glycyl)5-L-lysyl-D-alanyl-D-alanine, formed by loss of two protons from the diphospho group. It is a conjugate base of an undecaprenyldiphospho-N-acetyl-(N-acetylglucosaminyl)muramoyl-L-alanyl-D-isoglutaminyl-(glycyl)5-L-lysyl-D-alanyl-D-alanine. C[C@@H](C(=O)N[C@H](CCC(=O)N[C@@H](CCCCNC(=O)CNC(=O)CNC(=O)CNC(=O)CNC(=O)C[NH3+])C(=O)N[C@H](C)C(=O)N[C@H](C)C(=O)[O-])C(=O)N)NC(=O)[C@@H](C)O[C@@H]1[C@H]([C@H](O[C@@H]([C@H]1O[C@H]2[C@@H]([C@H]([C@@H]([C@H](O2)CO)O)O)NC(=O)C)CO)OP(=O)([O-])OP(=O)([O-])OC/C=C(/C)\\CC/C=C(/C)\\CC/C=C(/C)\\CC/C=C(/C)\\CC/C=C(/C)\\CC/C=C(/C)\\CC/C=C(/C)\\CC/C=C(/C)\\CC/C=C(\\C)/CC/C=C(\\C)/CCC=C(C)C)NC(=O)C